6-[[3-(3-fluoro-4-methoxyphenyl)imidazo[1,2-a]pyrazin-8-yl]amino]-2-methyl-3,4-dihydroisoquinolin-1-one FC=1C=C(C=CC1OC)C1=CN=C2N1C=CN=C2NC=2C=C1CCN(C(C1=CC2)=O)C